FC(C1=CC2=C(SC(=C2)C(=O)OC2=CC=C(C=C2)[N+](=O)[O-])C=C1)(P(=O)(OCCSC(C(C)(C)C)=O)O)F 4-nitrophenyl 5-(difluoro(hydroxy(2-(pivaloylthio)ethoxy)phosphoryl)methyl)benzo[b]thiophene-2-carboxylate